1-(4-ethyl-3-(imidazo[4,5-d]pyrrolo[2,3-b]pyridin-1(6H)-yl)imidazolin-1-yl)-2-(1H-1,2,4-triazol-1-yl)ethanone C(C)C1N(CN(C1)C(CN1N=CN=C1)=O)N1C=NC=2C1=C1C(=NC2)NC=C1